[4-[(2-Methylpropan-2-yl) oxycarbonyl] piperazine-1-yl] pyridazine-3-carboxylate N1=NC(=CC=C1)C(=O)ON1CCN(CC1)C(=O)OC(C)(C)C